3-(1'-((1H-benzo[d]imidazol-4-yl)methyl)-7-oxo-5,7-dihydro-2H,6H-spiro[furo[2,3-f]isoindole-3,4'-piperidin]-6-yl)piperidine-2,6-dione N1C=NC2=C1C=CC=C2CN2CCC1(CC2)COC2=CC=3C(N(CC3C=C21)C2C(NC(CC2)=O)=O)=O